2,2,2-Trichloroethyl (2-(2-((2,6-dichlorophenyl)amino)phenyl)acetoxy)carbamate ClC1=C(C(=CC=C1)Cl)NC1=C(C=CC=C1)CC(=O)ONC(OCC(Cl)(Cl)Cl)=O